BrC=1C=C(C=CC1C)[C@]1(C(N(CC1)C)=O)O (R)-3-(3-bromo-4-methylphenyl)-3-hydroxy-1-methylpyrrolidin-2-one